BrC=1SC=2CN(CCC2N1)C=1C(=CC=2N(N1)C(C=C(N2)C(F)F)=O)C 7-(2-bromo-6,7-dihydrothiazolo[5,4-c]pyridin-5(4H)-yl)-2-(difluoromethyl)-8-methyl-4H-pyrimido[1,2-b]pyridazin-4-one